1-(2-(dimethylamino)ethyl)-N-((1,2,3,5,6,7-hexahydro-s-indacen-4-yl)carbamoyl)-1H-pyrazole-4-sulfonimidamide CN(CCN1N=CC(=C1)S(=O)(NC(NC1=C2CCCC2=CC=2CCCC12)=O)=N)C